C(C(O)C)(=O)[O-].[Fe+2].C(C(O)C)(=O)[O-] ferrous DL-lactate